C(C)(C)C1CS(C2=C1NC(=C(C2C2CCNCC2)C=2OC(=NN2)C)CCC2CCOCC2)(=O)=O 3-isopropyl-6-(5-methyl-1,3,4-oxadiazol-2-yl)-7-(piperidin-4-yl)-5-(2-(tetrahydro-2H-pyran-4-yl)ethyl)-2,3,4,7-tetrahydrothieno[3,2-b]pyridine 1,1-dioxide